NC(C)C1=CC=C(C#N)C=C1 4-(1-aminoethyl)benzonitrile